BrC=1C=C(C=NC1OC)N(C(C1=CC=CC=C1)=O)O N-(5-bromo-6-methoxypyridin-3-yl)-N-hydroxybenzamide